C(C1=CC=CC=C1)OC=1C=CC2=C(C(=C(O2)C)C(=O)N[C@@H]2C(NCC2)=O)C1 (S)-5-(benzyloxy)-2-methyl-N-(2-oxopyrrolidin-3-yl)benzofuran-3-carboxamide